tert-butyl (2-((2-(4-chlorophenyl)-2-(4-(3-fluoro-1H-pyrrolo[2,3-b]pyridin-4-yl)phenyl)-2-hydroxyethyl)amino)-2-oxoethyl)carbamate ClC1=CC=C(C=C1)C(CNC(CNC(OC(C)(C)C)=O)=O)(O)C1=CC=C(C=C1)C1=C2C(=NC=C1)NC=C2F